C1(CC1)C1=NNC(=N1)C1CC2(CN(C2)C(=O)N2CC(C2)C=2C=NC(=NC2)N2C[C@H](CC2)C(F)(F)F)C1 [6-(3-cyclopropyl-1H-1,2,4-triazol-5-yl)-2-azaspiro[3.3]heptan-2-yl]-[3-[2-[(3S)-3-(trifluoromethyl)pyrrolidino]pyrimidin-5-yl]azetidin-1-yl]methanone